C(C1=CC=CC=C1)(=O)OC=N iminomethyl benzoate